(1-(2-(4-Bromophenoxy)ethyl)piperidin-4-yl)methanol butyl-(E)-N,N'-diisopropylcarbamimidate C(CCC)N(\C(=N/C(C)C)\OCC1CCN(CC1)CCOC1=CC=C(C=C1)Br)C(C)C